OC=1C=C(C=CC1O)C(CN)O (3,4-dihydroxyphenyl)-2-aminoethanol